2-(5-bromo-2-hydroxyphenyl)-4(s)-phenylimidazole BrC=1C=CC(=C(C1)C=1NC=C(N1)C1=CC=CC=C1)O